(1S,3R)-3-Hydroxycyclohexane-1-carboxylic acid methyl ester COC(=O)[C@@H]1C[C@@H](CCC1)O